2-[2-(1-chlorocyclopropyl)-3-(2-chlorophenyl)-2-hydroxypropyl]1,2,4-triazolidine ClC1(CC1)C(CN1NCNC1)(CC1=C(C=CC=C1)Cl)O